methyl 5-(5-bromo-2,3-dihydro-1H-inden-1-yl)-5-azaspiro[2.5]octane-8-carboxylate BrC=1C=C2CCC(C2=CC1)N1CC2(CC2)C(CC1)C(=O)OC